C(C1=CC=CC=C1)OC(CCC=C)(C(F)(F)F)C1=NN=C(O1)C1=NC(=C(C=C1NC(OC(C)(C)C)=O)C(F)(F)F)C(NNC(CCC=C)=O)=O tert-Butyl N-[2-[5-[1-benzyloxy-1-(trifluoromethyl)pent-4-enyl]-1,3,4-oxadiazol-2-yl]-6-[(pent-4-enoylamino)carbamoyl]-5-(trifluoromethyl)-3-pyridyl]carbamate